(E)-tert-butyl 4-(4-(2-((3-(6-aminopyridin-3-yl) acrylamido) methyl)-7-(trifluoromethyl) benzofuran-5-yl) benzoyl)-3,3-dimethylpiperazine-1-carboxylate NC1=CC=C(C=N1)/C=C/C(=O)NCC=1OC2=C(C1)C=C(C=C2C(F)(F)F)C2=CC=C(C(=O)N1C(CN(CC1)C(=O)OC(C)(C)C)(C)C)C=C2